ClC1=CC(=C(C2=C1N(N=N2)C)C)C(CC(=O)O)C=2C=C(C1=C(C=CS1)C2)CN2S(C1=C(O[C@@H](C2)CC)N=CC(=C1)Cl)(=O)=O 3-(7-Chloro-1,4-dimethyl-1H-benzotriazol-5-yl)-3-(7-{[(4R)-8-chloro-4-ethyl-1,1-dioxo-3,4-dihydro-2H-pyrido[2,3-b][1,4,5]oxathiazepin-2-yl]methyl}-1-benzothien-5-yl)propionic acid